IC1=CC=C(C(=C1)C1=CC=C(C=C1)OC)C#N 5-iodo-4'-methoxy-[1,1'-biphenyl]-2-carbonitrile